(1S,3S,5S)-N-((R)-1-(4-carbamimidoylthiophen-2-yl)ethyl)-2-((4-(4-fluoro-phenoxy)butanoyl)glycyl)-5-methyl-2-azabicyclo[3.1.0]hexane-3-carboxamide C(N)(=N)C=1C=C(SC1)[C@@H](C)NC(=O)[C@H]1N([C@H]2C[C@]2(C1)C)C(CNC(CCCOC1=CC=C(C=C1)F)=O)=O